diazoaminotetrazole tert-butyl-(12aR)-9-(2-chloro-6-hydroxyphenyl)-10-fluoro-8-[2-(piperidin-1-yl)ethoxy]-3,4,12,12a-tetrahydro-6H-pyrazino[2,1-c][1,4]benzooxazepine-2(1H)-carboxylate C(C)(C)(C)OC(=O)N1C[C@@H]2COC3=C(CN2CC1)C=C(C(=C3F)C3=C(C=CC=C3O)Cl)OCCN3CCCCC3.[N+](=[N-])=NC3=NN=NN3